CC1=C(C=C2N1C1=CC=CC=C1NC2=O)SC(F)(F)F Methyl-4-oxo-2-((trifluoromethyl)thio)-4,5-dihydropyrrolo[1,2-a]quinoxaline